N-(3-(1-(2,6-Dioxopiperidin-3-yl)isoquinolin-7-yl)prop-2-yn-1-yl)-5-(8-(7-isopropyl-1,3-dimethyl-2-oxo-2,3-dihydro-1H-benzo[d]imidazol-5-yl)isoquinolin-3-yl)picolinamide O=C1NC(CCC1C1=NC=CC2=CC=C(C=C12)C#CCNC(C1=NC=C(C=C1)C=1N=CC2=C(C=CC=C2C1)C1=CC2=C(N(C(N2C)=O)C)C(=C1)C(C)C)=O)=O